4-(4-methoxybenzyloxy)-3-(pyridin-3-ylamino)benzo[d]isoxazole COC1=CC=C(COC2=CC=CC3=C2C(=NO3)NC=3C=NC=CC3)C=C1